FC1=C(CN2N=CC3=C(N(C=4C=CC(=CC34)O)C)C2=O)C=CC=C1 3-(2-fluorobenzyl)-8-hydroxy-5-methyl-3,5-dihydro-4H-pyridazino[4,5-b]indol-4-one